[K].C(C)(C)(C)O tert-Butyl alcohol, potassium salt